(R)-1-(1-((S)-1-(3,3,4,4,4-pentafluorobutyl)pyrrolidin-3-yl)-6-(benzenesulfonyl)imidazolo[4,5-d]pyrrolo[2,3-b]pyridin-2-yl)ethanol FC(CCN1C[C@H](CC1)N1C(=NC=2C1=C1C(=NC2)N(C=C1)S(=O)(=O)C1=CC=CC=C1)[C@@H](C)O)(C(F)(F)F)F